1-Tert-butyl (1-((1-(2,6-dioxopiperidin-3-yl)-3-methyl-2-oxo-2,3-dihydro-1H-benzo[d]imidazol-5-yl)methyl)piperidin-4-yl)(methyl)carbamate O=C1NC(CCC1N1C(N(C2=C1C=CC(=C2)CN2CCC(CC2)N(C(OC(C)(C)C)=O)C)C)=O)=O